tert-butyl 3-{2-[2-(trifluoromethyl)-1,3-thiazol-5-yl]ethenyl}azetidine-1-carboxylate FC(C=1SC(=CN1)C=CC1CN(C1)C(=O)OC(C)(C)C)(F)F